1-(2-(ethoxy)ethyl)-3-vinylimidazole C(C)OCCN1CN(C=C1)C=C